CC=1C=NC=C(C(=O)NC2=CC(=CC=C2)[C@H](C)NC2=NC3=CC(=CC=C3N=C2)C(F)(F)F)C1 (S)-5-methyl-N-(3-(1-((7-(trifluoromethyl)quinoxalin-2-yl)amino)ethyl)phenyl)nicotinamide